N-(2-chloro-4-fluorophenyl)-N-(2-chlorophenyl)-1,3-dimethyl-1H-pyrazol-5-amine ClC1=C(C=CC(=C1)F)N(C1=CC(=NN1C)C)C1=C(C=CC=C1)Cl